N1N=CC=C1C1CCC(C1O)O 5-(1H-pyrazol-5-yl)cyclopentane-1,2-diol